(S)-6-chloro-2-methyl-4-(5-(2-methyl-4-(oxetan-3-yl)piperazin-1-yl)pyridin-2-ylamino)pyridazin-3(2H)-one ClC=1C=C(C(N(N1)C)=O)NC1=NC=C(C=C1)N1[C@H](CN(CC1)C1COC1)C